ClC1=NC=C(C(=C1)NC1=NC(=NC(=C1)C)C(C)(F)F)C1=NN(C=C1)C N-(2-chloro-5-(1-methyl-1H-pyrazol-3-yl)pyridin-4-yl)-2-(1,1-difluoroethyl)-6-methylpyrimidin-4-amine